CC1=C2C(=CC=3C=4C=C(C=CC4N(C13)C)OCCN1CCN(CC1)C)C=NC=C2 5,6-dimethyl-9-(2-(4-methylpiperazin-1-yl)ethoxy)-6H-pyrido[4,3-b]carbazole